tert-butyl N-[(1S)-1-[(1R,2S,5S)-2-[[cyano(phthalazin-1-yl)methyl]carbamoyl]-6,6-dimethyl-3-azabicyclo[3.1.0]hexane-3-carbonyl]-2,2-dimethyl-propyl]carbamate C(#N)C(C1=NN=CC2=CC=CC=C12)NC(=O)[C@@H]1[C@H]2C([C@H]2CN1C(=O)[C@H](C(C)(C)C)NC(OC(C)(C)C)=O)(C)C